1-(6-((4-((6,7-difluoroquinolin-3-yl)amino)pyrimidin-2-yl)amino)-2,3-dihydro-4H-benzo[b][1,4]oxazin-4-yl)-2-(dimethylamino)ethan-1-one FC=1C=C2C=C(C=NC2=CC1F)NC1=NC(=NC=C1)NC1=CC2=C(OCCN2C(CN(C)C)=O)C=C1